1-hexyl-3-methylimidazole bromine chloride salt BrCl.C(CCCCC)N1CN(C=C1)C